C1(CC1)CN1C(C=2C=CC=C(C2C=C1)S(=O)(=O)NC=1C(=NC(=C(C1)F)OCC(F)F)OC)=O 2-(cyclopropylmethyl)-N-[6-(2,2-difluoroethoxy)-5-fluoro-2-methoxy-3-pyridinyl]-1-keto-isoquinoline-5-sulfonamide